(R)-N-((4-(1-hydroxyethyl)-1-(4-(trifluoromethoxy)phenyl)-1H-pyrazolo[3,4-b]pyridin-3-yl)methyl)acrylamide O[C@H](C)C1=C2C(=NC=C1)N(N=C2CNC(C=C)=O)C2=CC=C(C=C2)OC(F)(F)F